methyl 3-((2-aminoethyl)thio)picolinate hydrochloride Cl.NCCSC=1C(=NC=CC1)C(=O)OC